ClC1=C(C=CC(=C1)F)C1=CC(OC2=CC(=CC=C12)O[C@@H](C(=O)N1C[C@H](CCC1)C(=O)OC(C)C)C)=O isopropyl (3S)-1-[(2R)-2-[4-(2-chloro-4-fluoro-phenyl)-2-oxo-chromen-7-yl]oxypropanoyl]piperidine-3-carboxylate